N-([2,3'-bipyridin]-6'-ylmethyl)-9-isopropyl-2-(5-methoxypyridin-3-yl)-9H-purin-6-amine N1=C(C=CC=C1)C=1C=NC(=CC1)CNC1=C2N=CN(C2=NC(=N1)C=1C=NC=C(C1)OC)C(C)C